C1CCC2=C(C=3CCCC3C=C12)NC(=O)NS(=O)(=O)\C=C\CN1CC=2CN(CC2C1)S(=O)(=O)C (E)-N-((1,2,3,5,6,7-hexahydro-s-indacen-4-yl)carbamoyl)-3-(5-(methylsulfonyl)-3,4,5,6-tetrahydropyrrolo[3,4-c]pyrrol-2(1H)-yl)prop-1-ene-1-sulfonamide